ClC1=CC2=C(NC(=N2)C(N2C(C3=CC=CC=C3C2)=O)C2=C(C=CC=C2)OC)C=C1Cl 2-((5,6-dichloro-1H-benzo[d]imidazole-2-yl)(2-methoxyphenyl)methyl)isoindolin-1-one